ClC1=CC(=C(C=C1)C1=CC=C(C=C1)C1CN(C1)C(=O)N1C[C@@H](CC1)N1N=CC=N1)S(=O)(=O)C [3-[4-(4-Chloro-2-methylsulfonyl-phenyl)phenyl]azetidin-1-yl]-[(3R)-3-(triazol-2-yl)pyrrolidin-1-yl]methanone